ClC1=CC=2N(C(=C1NC(=O)C1=CC(=NN1C1=NC=CC=C1Cl)OC)C(=O)NC(C)C)N=CC2 5-Chloro-6-(1-(3-chloropyridin-2-yl)-3-methoxy-1H-pyrazol-5-carboxamido)-N-isopropylpyrazolo[1,5-a]pyridin-7-carboxamid